trimethylamine styrenesulfonate salt C(=CC1=CC=CC=C1)S(=O)(=O)O.CN(C)C